C(C)(C)(C)C=1C=C(C=C(C1O)C(C)(C)C)C(C(=O)OCC(COC(C(C)C1=CC(=C(C(=C1)C(C)(C)C)O)C(C)(C)C)=O)(COC(C(C)C1=CC(=C(C(=C1)C(C)(C)C)O)C(C)(C)C)=O)COC(C(C)C1=CC(=C(C(=C1)C(C)(C)C)O)C(C)(C)C)=O)C pentaerythritol tetrakis(3,5-di-tert-butyl-4-hydroxyphenylpropionate)